NC=1C=C(C=C2C=C(N=NC12)NC(=O)[C@H]1[C@H](C1)F)C=1C=NC=CC1C#N (1S,2S)-N-(8-Amino-6-(4-cyanopyridin-3-yl)cinnolin-3-yl)-2-fluorocyclopropanecarboxamide